C(C1=CC=CC=C1)OC1=C(C(=CC(=C1)OC([2H])([2H])[2H])F)Br 1-benzyloxy-2-bromo-3-fluoro-5-(trideuteriomethoxy)benzene